N-benzothiazol-2-yl-2-(1-methyl-1H-tetrazol-5-ylsulfanyl)-5-nitro-benzamide S1C(=NC2=C1C=CC=C2)NC(C2=C(C=CC(=C2)[N+](=O)[O-])SC2=NN=NN2C)=O